3-methyl-8-propyl-1-oxa-4-thiaspiro[4.5]decan-2-one CC1C(OC2(S1)CCC(CC2)CCC)=O